5α-hydroxy-6β-[(4-aminobutyl)(3-aminopropyl)amino]cholestan-3β-ol O[C@]12[C@@H](C[C@H]3[C@@H]4CC[C@H]([C@@H](CCCC(C)C)C)[C@]4(CC[C@@H]3[C@]2(CC[C@@H](C1)O)C)C)N(CCCN)CCCCN